N1(N=CC=C1)CC1=CC(=C(CN2C(=CC(=C2)C(=O)[O-])C(=O)OCC)C=C1)[N+](=O)[O-] ethyl 1-(4-((1H-pyrazol-1-yl) methyl)-2-nitrobenzyl)-1H-pyrrole-2,4-dicarboxylate